(1s,3r)-3-(cyanoamino)-1-fluoro-N-{3-[4-(trifluoromethyl)phenyl]-1H-pyrazol-5-yl}cyclobutane-1-carboxamide C(#N)NC1CC(C1)(C(=O)NC1=CC(=NN1)C1=CC=C(C=C1)C(F)(F)F)F